C1(CCCC1)C1(NC(=CC=C1NC(C)CC)C1=CC=C(C=C1)OC)N 2-cyclopentyl-6-(4-methoxyphenyl)-N3-sec-butylpyridine-2,3-diamine